2-(2,5-diaminophenyl)ethan-1-ol NC1=C(C=C(C=C1)N)CCO